COC=1C(C(C1N1CCC(=CC1)B1OC(C(O1)(C)C)(C)C)=O)=O 3-methoxy-4-(4-(4,4,5,5-tetramethyl-1,3,2-dioxaborolan-2-yl)-3,6-dihydropyridin-1(2H)-yl)cyclobut-3-ene-1,2-dione